4-tert-butyl-2,6-bis(2-naphthylethynyl)phenol C(C)(C)(C)C1=CC(=C(C(=C1)C#CC1=CC2=CC=CC=C2C=C1)O)C#CC1=CC2=CC=CC=C2C=C1